N,N-dimethyl-(p-octadecylphenyl)-allyl-ammonium chloride [Cl-].C[N+](C)(CC=C)C1=CC=C(C=C1)CCCCCCCCCCCCCCCCCC